CC1=NN=C2N=C(C=3CN(CC3N12)C(CC1CN(C1)C=1C=NC=CC1)=O)C 1-(1,5-Dimethyl-6,8-dihydro-2,3,4,7,8b-pentaaza-as-indacen-7-yl)-2-(1-pyridin-3-yl-azetidin-3-yl)-ethanone